4-bromo-N-(4-(ethylsulfonyl)benzyl)-3-(methoxymethyl)benzamide BrC1=C(C=C(C(=O)NCC2=CC=C(C=C2)S(=O)(=O)CC)C=C1)COC